C(C)(C)N(C1=CC2=C(C(=N1)COC(NC)=O)CN(C2=O)C2=NC(=CC=C2)C2=NN=CN2C=2C=NC=CC2C)C ((6-(isopropyl(methyl)amino)-2-(6-(4-(4-methylpyridin-3-yl)-4H-1,2,4-triazol-3-yl) Pyridin-2-yl)-1-oxo-2,3-dihydro-1H-pyrrolo[3,4-c]pyridin-4-yl)methyl)(methyl)carbamate